BrC=1C=CC(=NC1C)OCCCC(=O)OCC 4-(5-bromo-6-methyl-pyridin-2-yloxy)-butyric acid, ethyl ester